(1s,3s)-3-{4-amino-3-[5-cyclopropyl-4-(pyridin-2-yl)-1,2-oxazol-3-yl]-1H-pyrazolo[3,4-d]pyrimidin-1-yl}-N-ethylcyclobutane-1-carboxamide NC1=C2C(=NC=N1)N(N=C2C2=NOC(=C2C2=NC=CC=C2)C2CC2)C2CC(C2)C(=O)NCC